NCC(C)(C=1SC=C(N1)CO)N1C(=C(C=C1C1=NC=C(C=C1)C(F)(F)F)C)C(=O)N (1-amino-2-(4-(hydroxymethyl)thiazol-2-yl)propan-2-yl)-3-methyl-5-(5-(trifluoromethyl)-pyridin-2-yl)-1H-pyrrole-2-carboxamide